acryloxydecylmethylmethyldimethoxysilane C(C=C)(=O)OCCCCCCCCCCCO[Si](OC)(C)C